4-methoxy-N-[(1S)-1-(hydrazinecarbonyl)-3-methyl-butyl]-1H-indole-2-carboxamide COC1=C2C=C(NC2=CC=C1)C(=O)N[C@@H](CC(C)C)C(=O)NN